(S)-1-(4-methylbenzyl)-2-formyl-octahydroisoquinoline CC1=CC=C(C[C@@H]2N(CCC3CCCCC23)C=O)C=C1